C(CC)C1=CC=C(C=C1)C#CC1=C(N)C=CC=C1 2-((4-propylphenyl)ethynyl)aniline